FC=1C=CC(=NC1)OC1=C(C=C(C=C1)NC(=O)NC(=O)C1CC(C1)OC)C 1-{4-[(5-fluoropyridin-2-yl)oxy]-3-methylphenyl}-3-(3-methoxycyclobutanecarbonyl)urea